FC=1C=CC2=C(NC(=NS2(=O)=O)NCC2=CC(=CC=C2)F)C1[C@@H](C)C1=NC(=CC=C1)OC (R)-6-fluoro-3-((3-fluorobenzyl)amino)-5-(1-(6-methoxypyridin-2-yl)ethyl)-4H-benzo[e][1,2,4]thiadiazine 1,1-dioxide